C(C)(C)(C)C=1C=C(C2=C(C(C(O2)=O)C2=C(C(=CC=C2)C)C)C1)C(C)(C)C 5,7-Di-tert-butyl-3-(2,3-dimethylphenyl)-3H-benzofuran-2-one